3-(3-((4-chlorophenyl)sulfonyl)azetidin-1-yl)-2-(1H-pyrrol-1-yl)benzoic acid methyl ester COC(C1=C(C(=CC=C1)N1CC(C1)S(=O)(=O)C1=CC=C(C=C1)Cl)N1C=CC=C1)=O